[Cl-].COC(=O)C=1N=C(OC1)C[P+](C1=CC=CC=C1)(C1=CC=CC=C1)C1=CC=CC=C1 ((4-(methoxycarbonyl)oxazol-2-yl)methyl)triphenylphosphonium chloride